S(=O)(=O)(O)C(CCCCCCCCC(=O)OO)CCCCCCCC 10-Sulfoperoxystearic Acid